CN1CCC(CC1)C=O (1-methyl-4-piperidyl)methanone